N-(4-(benzofuran-2-yl)phenyl)-2-(4-chlorophenyl)acetamide O1C(=CC2=C1C=CC=C2)C2=CC=C(C=C2)NC(CC2=CC=C(C=C2)Cl)=O